IC1=CC(=NC=C1)C(F)(F)F 4-iodo-2-(trifluoromethyl)pyridine